O1CCN(CC1)C1=CC(=CC(=N1)C=1C=NC(=NC1)N)C(C)C1=CC=CC=C1 5-(6-morpholino-4-(1-phenylethyl)pyridin-2-yl)pyrimidin-2-amine